5-(1-Benzofuran-5-yl)-N2-(2,5-dimethyl-1,3-thiazol-4-yl)-7-isopropyl-7H-pyrrolo[2,3-d]pyrimidine-2,4-diamine O1C=CC2=C1C=CC(=C2)C2=CN(C=1N=C(N=C(C12)N)NC=1N=C(SC1C)C)C(C)C